7-(3-(1-cyclopropyl-1H-pyrazol-4-yl)-7,8-dihydro-1,6-naphthyridin-6(5H)-yl)-8-methyl-4H-pyrimido[1,2-b]pyridazin-4-one C1(CC1)N1N=CC(=C1)C=1C=NC=2CCN(CC2C1)C=1C(=CC=2N(N1)C(C=CN2)=O)C